F[C@]1(CN(CC[C@H]1O)C1=NC=CC(=N1)NC=1N=CC2=C(N=CC(=C2C1)C(C)C)N1[C@@H](CC1)COC)C (3S,4R)-3-fluoro-1-(4-((5-isopropyl-8-((S)-2-(methoxymethyl)azetidin-1-yl)-2,7-naphthyridin-3-yl)amino)pyrimidin-2-yl)-3-methylpiperidin-4-ol